tert-butyl 5-amino-4-(5-(5-fluoro-4-(hydroxymethyl)pyridin-2-yl)-1-oxoisoindolin-2-yl)-5-oxopentanoate NC(C(CCC(=O)OC(C)(C)C)N1C(C2=CC=C(C=C2C1)C1=NC=C(C(=C1)CO)F)=O)=O